(S)-2-(4,5-dichloro-6-oxopyridazin-1(6H)-yl)-N-(4-methyl-3-(N-(2-(pyridin-2-yl)ethyl)sulfamoyl)phenyl)propanamide ClC=1C=NN(C(C1Cl)=O)[C@H](C(=O)NC1=CC(=C(C=C1)C)S(NCCC1=NC=CC=C1)(=O)=O)C